OC1=NN2C(C=CC=C2)=C1 2-Hydroxypyrazolo[1,5-a]pyridine